racemic-(5-Methoxy-1-phenyl-1H-pyrazol-3-yl)((5R,9S)-2-methyl-3-phenyl-4,5,6,7,8,9-hexahydro-2H-5,9-epiminocycloocta[c]pyrazol-10-yl)methanone COC1=CC(=NN1C1=CC=CC=C1)C(=O)N1[C@H]2CC=3C(=NN(C3C3=CC=CC=C3)C)[C@@H]1CCC2 |r|